3-(chloro(hydroxyimino)methyl)-2-methyl-4-methylsulfonylbenzoic acid ClC(C=1C(=C(C(=O)O)C=CC1S(=O)(=O)C)C)=NO